ethyl-imidazoline sulfate S(=O)(=O)(O)O.C(C)N1C=NCC1